tert-butyl ((2-methylquinolin-4-yl)methyl)(tetrahydro-2H-pyran-4-yl)carbamate CC1=NC2=CC=CC=C2C(=C1)CN(C(OC(C)(C)C)=O)C1CCOCC1